N-((S)-3-oxo-1-((S)-2-oxopyrrolidin-3-yl)-4-(2,3,5,6-tetrafluorophenoxy)butan-2-yl)pentanamide O=C([C@H](C[C@H]1C(NCC1)=O)NC(CCCC)=O)COC1=C(C(=CC(=C1F)F)F)F